2-(2-((3R,4R)-3-amino-4-fluoro-1-piperidinyl)-5,6-difluoro-1H-benzimidazol-1-yl)-1-(1-piperidinyl)ethanone N[C@@H]1CN(CC[C@H]1F)C1=NC2=C(N1CC(=O)N1CCCCC1)C=C(C(=C2)F)F